(2Z)-3-amino-2-cyano-3-phenylpropan-2-enoic acid ethyl ester C(C)OC(\C(=C(\C1=CC=CC=C1)/N)\C#N)=O